NC1=NNC=2C1=NC(=CC2)C2=C(C=C(C=C2)S(=O)(=O)NC2C(CCC2)O)Cl 4-(3-amino-1H-pyrazolo[4,3-b]pyridin-5-yl)-3-chloro-N-(2-hydroxycyclopentyl)benzenesulfonamide